C(OC)(OCC(C(F)(F)F)(F)F)=O methyl (2,2,3,3,3-pentafluoropropyl) carbonate